C(C)[C@@H]1CN(C[C@H]1CO)C(=O)OC(C)(C)C trans-tert-butyl 3-ethyl-4-(hydroxymethyl)pyrrolidine-1-carboxylate